ClC1=CC(=C(N)C=C1[N+](=O)[O-])I 4-chloro-2-iodo-5-nitro-aniline